C(C1=CC=CC=C1)ON[C@@H]1CC[C@H](NC1)C(=O)O (2S,5R)-5-benzyloxyaminopiperidine-2-carboxylic acid